C(C)OC(CCC(=O)C1=NC2=CC(=CC=C2C(=C1O)Br)C1=CC=C(C=C1)C(F)(F)F)=O 4-[4-bromo-3-hydroxy-7-(4-trifluoromethyl-phenyl)-quinolin-2-yl]-4-oxo-butyric acid ethyl ester